(Tetrahydro-2H-pyran-4-yl)methyl (2-amino-5-(thiophen-2-yl)phenyl)carbamate NC1=C(C=C(C=C1)C=1SC=CC1)NC(OCC1CCOCC1)=O